2-ETHOXY-5-METHYLBENZALDEHYDE C(C)OC1=C(C=O)C=C(C=C1)C